6-(benzyloxy)-5-fluoro-1-((2-(trimethylsilyl)ethoxy)methyl)-1H-indazole-7-carbonitrile C(C1=CC=CC=C1)OC1=C(C=C2C=NN(C2=C1C#N)COCC[Si](C)(C)C)F